OC=1C(NN=C(C1)CC1=CC=CC2=CC=CC=C12)=O 4-hydroxy-6-(naphthalen-1-ylmethyl)pyridazin-3(2H)-one